[Ru+2].ClC1=C(C(C(N=C1)C(C1=CC=CC=C1)C1=NC=CC=C1)=C1N(CCN1C1=C(C=C(C=C1C)C)C)C1=C(C=C(C=C1C)C)C)Cl Dichloro[1,3-bis(2,4,6-trimethylphenyl)-2-imidazolidinylidene](benzylidene)(dipyridine) ruthenium(II)